6-[(5-chloro-2-pyridyl)oxy]-2-azaspiro[3.3]heptane ClC=1C=CC(=NC1)OC1CC2(CNC2)C1